((5-(4-isopropylpiperazin-1-yl)pyridin-2-yl)amino)-7',8'-dihydro-6'H-spiro[cyclohexane-1,9'-Pyrazino[1',2':1,5]pyrrolo[2,3-d]pyrimidine]-6'-one dihydrochloride Cl.Cl.C(C)(C)N1CCN(CC1)C=1C=CC(=NC1)NC=1N=CC2=C(N1)N1C(=C2)C(NCC12CCCCC2)=O